4-(4-(piperazinylaminomethyl)benzyloxy)-9H-carbazole N1(CCNCC1)NCC1=CC=C(COC2=CC=CC=3NC4=CC=CC=C4C23)C=C1